COC1=C(C=C(C=C1)[N+](=O)[O-])NC=O N-(2-methoxy-5-nitrophenyl)carboxamide